methyl (Z)-2-[5-[3-(difluoromethoxy)pyrazol-1-yl]-2-methyl-phenoxy]-3-methoxy-prop-2-enoate FC(OC1=NN(C=C1)C=1C=CC(=C(O\C(\C(=O)OC)=C/OC)C1)C)F